(S)-8-(3,5-bis(trifluoromethyl)phenyl)-1,3,4,6,11,12a-hexahydrobenzo[e]pyrazino[1,2-a][1,4]diazepin-12(2H)-one FC(C=1C=C(C=C(C1)C(F)(F)F)C1=CC2=C(NC([C@H]3N(C2)CCNC3)=O)C=C1)(F)F